1-ethyl-1,6-dihydro-7H-pyrazolo[4,3-d]pyrimidin-7-one C(C)N1N=CC=2N=CNC(C21)=O